C(C)(C)(C)NC(=O)C1=NC=CC(=C1)NC(CC1=CC=CC=C1)=O N-tert-butyl-4-[(2-phenylacetyl)amino]pyridine-2-carboxamide